CC1(COB(OC1)C=1C=C(C=NC1)[C@H](CC=C)NC(OC(C)(C)C)=O)C (S)-tert-butyl (1-(5-(5,5-dimethyl-1,3,2-dioxaborinan-2-yl)pyridin-3-yl)but-3-en-1-yl)carbamate